BrC1=CC=C(C=C1)NC(=O)N1[C@H](C[C@H](C1)O)C(=O)NC1=C(C=CC(=C1)C(CCC1CC1)(N[S@](=O)C(C)(C)C)C1=CC(=CC=C1)C#N)F (2R,4R)-N1-(4-bromophenyl)-N2-(5-((-)-1-(3-cyanophenyl)-3-cyclopropyl-1-((R)-1,1-dimethylethylsulfinamido)propyl)-2-fluorophenyl)-4-hydroxypyrrolidine-1,2-dicarboxamide